5-chloro-2(1H)pyridone ClC=1C=CC(NC1)=O